C(C=C)OC1=C(C(=CC(=C1)CCCCC)OCC=C)C\C=C(\CCC=C(C)C)/C (E)-1,3-bis(allyloxy)-2-(3,7-dimethylocta-2,6-dien-1-yl)-5-pentylbenzene